1-(4-chlorobenzyl)piperazine ClC1=CC=C(CN2CCNCC2)C=C1